NC1=NN2C(C3=C(C(=CC=C3C(=C2C(=O)OC)OCC2=CC=CC=C2)F)Br)=N1 methyl 2-amino-6-(benzyloxy)-10-bromo-9-fluoro-[1,2,4]triazolo[5,1-a]isoquinoline-5-carboxylate